C(C)(C)(C)OC(C[N+](C)(CCCCCNC(C1=C(C=C(C=C1)NC=1C=2N(C=CN1)C(=CN2)C2=C(C(=C(C=C2)OC)F)F)CC)=O)CC(OC(C)(C)C)=O)=O bis(2-tert-butoxy-2-oxo-ethyl)-[5-[[4-[[3-(2,3-difluoro-4-methoxy-phenyl)imidazo[1,2-a]pyrazin-8-yl]amino]-2-ethyl-benzoyl]amino]pentyl]-methyl-ammonium